3-Methylpyridine-2,5-diamine CC=1C(=NC=C(C1)N)N